OCCCCC\C=C/C\C=C/C\C=C/C\C=C/CCCC(=O)[O-] 20-hydroxyarachidonate